BrC=1C=CC(=C(C(=O)O)C1)Cl 5-bromo-2-chlorobenzoic acid